(3-(4-methoxybenzyl)ureido)spiro[3.3]heptane COC1=CC=C(CNC(NC2CCC23CCC3)=O)C=C1